ClC=1C(=C(CN2CCC(CC2)(C(=O)O)CC2=NC(=C(C(=C2)C)F)NC2=NNC(=C2)C)C=CC1)F 1-(3-chloro-2-fluorobenzyl)-4-((5-fluoro-4-methyl-6-((5-methyl-1H-pyrazol-3-yl)amino)-pyridin-2-yl)methyl)piperidine-4-carboxylic acid